9-(phenyl)-3,6-bis(triphenylsilyl)-carbazole C1(=CC=CC=C1)N1C2=CC=C(C=C2C=2C=C(C=CC12)[Si](C1=CC=CC=C1)(C1=CC=CC=C1)C1=CC=CC=C1)[Si](C1=CC=CC=C1)(C1=CC=CC=C1)C1=CC=CC=C1